N(=[N+]=[N-])CCCCSC=1C(=NC(=NC1C1=CC=CC=C1)N)SC 5-((4-azidobutyl)thio)-4-(methylthio)-6-phenylpyrimidin-2-amine